C1(CC1)C1=NC=CC(=C1)C1=NC=2[C@]3([C@H](CCC2C(=N1)C1=C(C=CC=C1)F)[C@@](C(C(=C3)C#N)=O)(C)CC)C (6aS,7R,10aR)-2-(2-cyclopropylpyridin-4-yl)-7-ethyl-4-(2-fluorophenyl)-7,10a-dimethyl-8-oxo-5,6,6a,7,8,10a-hexahydrobenzo[h]quinazoline-9-carbonitrile